S(=O)(O)S(=O)O.C methane dithionite